C(=O)O.C(C(=O)Cl)(=O)Cl oxalyl chloride formate